1-((2,4-difluorobenzyl)sulfonyl)-N-(5,7-dimethylbenzo[d]thiazol-2-yl)piperidine-4-carboxamide FC1=C(CS(=O)(=O)N2CCC(CC2)C(=O)NC=2SC3=C(N2)C=C(C=C3C)C)C=CC(=C1)F